FC1=C(C(=O)OC)C=CC(=C1)NC1=NC=C(C=N1)[C@H]1OC[C@H](C1)OC(NC(C)C)=O methyl 2-fluoro-4-[[5-[(2S,4s)-4-(isopropylcarbamoyloxy)tetrahydrofuran-2-yl]pyrimidin-2-yl]amino]benzoate